BrC1=C2C=C(N=CC2=CC(=C1)Cl)N 5-bromo-7-chloro-isoquinolin-3-amine